Methyl 4-(2-(2H-tetrazol-2-yl)acetamido)-2-hydroxybenzoate N=1N(N=NC1)CC(=O)NC1=CC(=C(C(=O)OC)C=C1)O